2-(aminomethyl)-2-ethylbutyric acid NCC(C(=O)O)(CC)CC